L-3-pyridinylalanine N1=C(C=CC=C1)C[C@H](N)C(=O)O